methyl N-(4-chlorophenyl)sulfonylcarbamate ClC1=CC=C(C=C1)S(=O)(=O)NC(OC)=O